2-((R)-3-methyl-2,3-dihydropyrrolo[3',2':5,6]pyrido[2,3-b][1,4]oxazin-1(6H)-yl)benzamide C[C@@H]1CN(C2=C(O1)N=C1C(=C2)C=CN1)C1=C(C(=O)N)C=CC=C1